CI The molecule is a member of the class of iodomethanes that is methane in which one of the hydrogens is replaced by iodine. It has a role as a fumigant insecticide. It is a member of methyl halides and a member of iodomethanes.